BrC1=C(C=CC(=C1)F)C(CN1C=C(C2=C1N=CN=C2Cl)I)=O 1-(2-bromo-4-fluorophenyl)-2-(4-chloro-5-iodo-7H-pyrrolo[2,3-d]pyrimidin-7-yl)ethan-1-one